6-{8-[(2-cyano-2-methylideneethyl)amino]-7-methoxynaphthalen-2-yl}-N-[2-(dimethylamino)ethyl]pyridine-2-carboxamide C(#N)C(CNC=1C(=CC=C2C=CC(=CC12)C1=CC=CC(=N1)C(=O)NCCN(C)C)OC)=C